CC1=CC2=C(CC3=C(N=C2C2=CC=CC=C2)C=CC=C3)C=C1C 8,9-Dimethyl-6-phenyl-11H-dibenzo[b,e]azepine